trisec-butylphosphite C(C)(CC)OP(OC(C)CC)OC(C)CC